C(C)(C)(C)OC(=O)N1C(CC2=CC=CC=C12)(C1=CC=CC=C1)CCNC(=O)OC(C)(C)C 2-(((Tert-Butoxycarbonyl)amino)ethyl)-2-phenyl-1H-indole-1-carboxylic acid tert-butyl ester